C1=CC(=C(C(=C1)[N+](=O)[O-])O)C(=O)O p-nitrosalicylic acid